3-{3-[(tert-butyldimethylsilyl)oxy]propoxy}-5-ethyl-4-nitro-1-(oxan-4-yl)pyrazole [Si](C)(C)(C(C)(C)C)OCCCOC1=NN(C(=C1[N+](=O)[O-])CC)C1CCOCC1